N-(4-(1-(2-(4,4-difluoropiperidin-1-yl)-6-methylpyridin-4-yl)-1H-pyrazol-4-yl)-3-(6-azaspiro[2.5]oct-6-yl)phenyl)-2-hydroxyethane-1-sulfonamide FC1(CCN(CC1)C1=NC(=CC(=C1)N1N=CC(=C1)C1=C(C=C(C=C1)NS(=O)(=O)CCO)N1CCC2(CC2)CC1)C)F